NC=1C2=C(N=CN1)N(C(=C2C2=C(C=CC(=C2)Cl)OC)C#CC2[C@@H]1CN(C[C@H]21)C(C=C)=O)C 1-((1R,5S,6s)-6-((4-amino-5-(5-chloro-2-methoxyphenyl)-7-methyl-7H-pyrrolo[2,3-d]pyrimidin-6-yl)ethynyl)-3-azabicyclo[3.1.0]hexan-3-yl)prop-2-en-1-one